6-hydroxybenzoate OC1=CC=CC=C1C(=O)[O-]